C(C)(C)OC1=C(C=CC=C1)C1=NOC(=N1)C=1C=C2C=CN(C2=CC1)C(C)C 3-(2-isopropoxyphenyl)-5-(1-isopropylindol-5-yl)-1,2,4-oxadiazole